3-(1-oxo-5-((4-(thiophen-3-yl)piperazin-1-yl)methyl)isoindolin-2-yl)piperidine-2,6-dione O=C1N(CC2=CC(=CC=C12)CN1CCN(CC1)C1=CSC=C1)C1C(NC(CC1)=O)=O